tert-butyl (2S,6R)-7-chloro-9-(trifluoromethyl)-3,4-dihydro-2H-2,6-methanobenzo[b][1,5]oxazocine-5(6H)-carboxylate ClC1=CC(=CC=2O[C@H]3CCN([C@@H](C21)C3)C(=O)OC(C)(C)C)C(F)(F)F